ClC=1C(=NC(=NC1)NC)C=1C=C2C(N([C@@H](C2=CC1)C)CC(=O)N[C@H]([C@H](CC)O)C1=CC(=CC(=C1)OC)F)=O 2-[(1R)-5-[5-Chloro-2-(methylamino)pyrimidin-4-yl]-1-methyl-3-oxo-2,3-dihydro-1H-isoindol-2-yl]-N-[(1S,2S)-1-(3-fluoro-5-methoxyphenyl)-2-hydroxybutyl]acetamid